5-(2-(4-(5-(difluoromethyl)-1,3,4-oxadiazol-2-yl)-2,6-difluorobenzyl)-2H-tetrazol-5-yl-2-hydroxyphenyl)morpholine-4-carboxamide FC(C1=NN=C(O1)C1=CC(=C(CN2N=C(N=N2)C=2C(=C(C=CC2)C2COCCN2C(=O)N)O)C(=C1)F)F)F